[Na+].C(CCCCCCCCCCCC)C1=C(C=CC=C1)S(=O)(=O)[O-] tridecyl-benzenesulfonic acid sodium salt